(S)-N-(5-(2-amino-[1,2,4]triazolo[1,5-a]pyridin-6-yl)-2-chlorophenyl)-3-phenylisoxazolidine-2-carboxamide NC1=NN2C(C=CC(=C2)C=2C=CC(=C(C2)NC(=O)N2OCC[C@H]2C2=CC=CC=C2)Cl)=N1